tert-butyl (S)-((1-(5-(3-cyano-6-(1-methyl-1H-pyrazol-4-yl)pyrazolo[1,5-a]pyrazin-4-yl)pyridin-2-yl)pyrrolidin-3-yl)methyl)carbamate C(#N)C=1C=NN2C1C(=NC(=C2)C=2C=NN(C2)C)C=2C=CC(=NC2)N2C[C@@H](CC2)CNC(OC(C)(C)C)=O